4-((R)-3,3-difluorocyclohexylamino)-2-((1r,4R)-4-methoxycyclohexylamino)pyrimidine-5-carboxamide FC1(C[C@@H](CCC1)NC1=NC(=NC=C1C(=O)N)NC1CCC(CC1)OC)F